C(C1=CC=CC=C1)SC1=CC(=C(C=C1)NC=1N=CC2=C(N1)N(C(C(=C2)C(F)F)=O)C(C)C)C (4-benzylthio-2-methyl-phenylamino)-6-(difluoromethyl)-8-isopropyl-pyrido[2,3-d]pyrimidin-7-one